ClC1=CC=C(C=C1)S(=O)(=O)/C(=C/CNC(=O)C=1C(NC=2CCCCC2C1)=O)/C N-[(2E)-3-(4-chlorobenzenesulfonyl)but-2-en-1-yl]-2-oxo-1,2,5,6,7,8-hexahydroquinoline-3-carboxamide